N[C@H]1CCC2=C(NC1=O)N=CC(=C2)/C=C/C(=O)N(C)CC=2OC1=C(C2C)C=CC=C1Cl (S,E)-3-(7-amino-8-oxo-6,7,8,9-tetrahydro-5H-pyrido[2,3-b]azepin-3-yl)-N-((7-chloro-3-methylbenzofuran-2-yl)methyl)-N-methylacrylamide